BrCCCCC=CCCCOCOCOCCCC=CCCCCBr (3Z)-6-bromo-3-hexenylpropyloxymethyl ether